tert-butyl 2-(((tert-butyldiphenylsilyl)oxy)methyl)-4-hydroxy-pyrrolidine-1-carboxylate [Si](C1=CC=CC=C1)(C1=CC=CC=C1)(C(C)(C)C)OCC1N(CC(C1)O)C(=O)OC(C)(C)C